C12CN(CC2C1)C1=CC=C(C(=C1C#N)C)COCC1=C(C(=C(C=C1)N1CC2CC2C1)C#N)C 6-{3-Azabicyclo[3.1.0]hexan-3-yl}-3-{[(4-{3-azabicyclo[3.1.0]hexan-3-yl}-3-cyano-2-methylphenyl)methoxy]methyl}-2-methylbenzonitrile